N[C@@H]1C2=CC=CC=C2CC12CCN(CC2)C=2NC(C1=C(N2)NN=C1C=1C=2C=CC=NC2C(CC1)(F)F)=O (S)-6-(1-amino-1,3-dihydrospiro[indene-2,4'-piperidine]-1'-yl)-3-(8,8-difluoro-7,8-dihydroquinolin-5-yl)-1,5-dihydro-4H-pyrazolo[3,4-d]pyrimidin-4-one